Thiophen-4(5H)-one S1C=CC(C1)=O